4-(4-cyano-2-methoxyphenyl)-5-ethoxy-2-methyl-1,4-dihydro-1,6-naphthyridine-3-carboxylic acid methyl ester COC(=O)C1=C(NC2=CC=NC(=C2C1C1=C(C=C(C=C1)C#N)OC)OCC)C